[1-(methoxymethyl)cyclobutylmethyl]-N4-methyl-6'-(trifluoromethyl)[2,4'-bipyridine]-4,5,6-triamine COCC1(CCC1)CC=1C(=NC(=C(C1NC)N)N)C1=CC=NC(=C1)C(F)(F)F